2-(1-(2-methoxyethyl)-3,5-dimethyl-1H-pyrazol-4-yl)pyrazolo[5,1-b]thiazole-7-carboxamide COCCN1N=C(C(=C1C)C1=CN2C(S1)=C(C=N2)C(=O)N)C